COC=1C=C2N=C3CCCCC3=C(C2=CC1OC)N[C@H]1CN(CCC1)CCC 6,7-dimethoxy-N-[(3R)-1-propylpiperidin-3-yl]-1,2,3,4-tetrahydroacridin-9-amine